cis-(P)-1-(5-chloro-4-(3-fluoro-3-(trifluoromethyl)cyclobutyl)-2-methoxyphenyl)-N-(isoxazol-3-yl)-2-oxo-1,2-dihydroquinoline-6-sulfonamide ClC=1C(=CC(=C(C1)N1C(C=CC2=CC(=CC=C12)S(=O)(=O)NC1=NOC=C1)=O)OC)C1CC(C1)(C(F)(F)F)F